N-((4,4-difluorocyclohexyl)(5-(2-methoxy-1-(2-oxo-4-(trifluoromethyl)imidazolidin-1-yl)ethyl)benzo[d]oxazol-2-yl)methyl)-4-ethylisoxazole-3-carboxamide FC1(CCC(CC1)C(NC(=O)C1=NOC=C1CC)C=1OC2=C(N1)C=C(C=C2)C(COC)N2C(NC(C2)C(F)(F)F)=O)F